(4S)-1-cyclopropyl-5-(6-(4-fluorophenyl)-1H-indole-2-carboxamido)pentane-1,4-diamine C1(CC1)C(CC[C@@H](CNC(=O)C=1NC2=CC(=CC=C2C1)C1=CC=C(C=C1)F)N)N